(5-Bromo-6-methoxybenzo[b]thiophene-2-yl)(morpholinyl)methanone BrC1=CC2=C(SC(=C2)C(=O)N2CCOCC2)C=C1OC